CN(CCCOC1=NC=C(C=C1NS(=O)(=O)C1=CSC=C1)C1=CC=2C3=C(C=NC2C=C1)N(CC31C(C1)=O)C)C N-(2-(3-(Dimethylamino)propoxy)-5-(3'-methyl-2-oxo-2',3'-dihydrospiro[cyclopropane-1,1'-pyrrolo[2,3-c]quinolin]-8'-yl)pyridin-3-yl)thiophene-3-sulfonamide